C(CCC)C(COC(CCCCCCCCC(C(=O)NCCCCCCCC(=O)OCC(CCCCCC)CCCC)N(C(CCN(CC)CC)=O)CCCO)=O)CCCCCC.C(C)SP(C1=CC=CC=C1)C1=CC=CC=C1 (ethylthio)diphenyl-phosphine 2-butyloctyl-11-((8-((2-butyloctyl)oxy)-8-oxooctyl)amino)-10-(3-(diethylamino)-N-(3-hydroxypropyl)propanamido)-11-oxoundecanoate